NC1=NC=2C=CC(=CC2C2=C1C(=NN2C)C)C(=O)OC methyl 4-amino-1,3-dimethyl-1H-pyrazolo[4,3-c]quinoline-8-carboxylate